tin copper iron [Fe].[Cu].[Sn]